ClC1=C(C=C(C=C1)C#N)C#N 4-chloro-1,3-dicyanobenzene